C(OC[C@H]1O[C@]([C@H]2[C@@H]1OC(O2)(C)C)(C2=CC=C1C(=NC=NN12)\N=C/N(C)C)C#N)(OC1CCCC1)=O [(3aR,4R,6R,6aR)-4-cyano-4-[4-[(Z)-dimethylaminomethyleneamino]pyrrolo[2,1-f][1,2,4]triazin-7-yl]-2,2-dimethyl-6,6a-dihydro-3aH-furo[3,4-d][1,3]dioxol-6-yl]methyl cyclopentyl carbonate